FC1=C(C=C2C(C(=CN3C2=C1CCC3)C(=O)OCC)=O)F ethyl 8,9-difluoro-1-oxo-6,7-dihydro-1H,5H-pyrido[3,2,1-ij]quinoline-2-carboxylate